C1(=C(C(=CC(=C1)C)C)C=1N=C(OC1CCC)C1=CC=CC=C1)C 4-Mesityl-2-phenyl-5-propyloxazole